N1,N1'-((1,1,3,3-tetramethyldisiloxane-1,3-diyl)bis(propane-3,1-diyl))bis(propane-1,3-diamine) C[Si](O[Si](C)(C)CCCNCCCN)(C)CCCNCCCN